hydroxy-4-methylenepiperidine-1-carboxylic acid tert-butyl ester C(C)(C)(C)OC(=O)N1C(CC(CC1)=C)O